CC1(C(NC(N1C1=CC=CC=C1)=O)=O)C 5,5-Dimethyl-1-phenylimidazolidine-2,4-dione